ClC=1C=CC=2N(C1)C(=NN2)CO (6-chloro-[1,2,4]triazolo[4,3-a]pyridin-3-yl)methanol